N-[(6S,7S)-5-[(2S)-2-cyclopropyl-2-hydroxy-propanoyl]-6-[(2-fluoro-3-phenyl-phenyl)methyl]-5-azaspiro[2.4]heptan-7-yl]-1-fluoro-methanesulfonamide C1(CC1)[C@](C(=O)N1CC2(CC2)[C@@H]([C@@H]1CC1=C(C(=CC=C1)C1=CC=CC=C1)F)NS(=O)(=O)CF)(C)O